6-((1R,4R)-5-(2-(5-cyclopropyl-3-(2,6-dichlorophenyl)isoxazol-4-yl)ethyl)-2,5-diazabicyclo[2.2.1]heptane-2-yl)-1-methyl-1H-indole-3-carboxylic acid C1(CC1)C1=C(C(=NO1)C1=C(C=CC=C1Cl)Cl)CCN1[C@H]2CN([C@@H](C1)C2)C2=CC=C1C(=CN(C1=C2)C)C(=O)O